N-(4-(5-benzyl-2-(4-fluorophenyl)-4,5,6,7-tetrahydropyrazolo[1,5-a]pyrazin-3-yl)pyridin-2-yl)cyclopropanecarboxamide C(C1=CC=CC=C1)N1CC=2N(CC1)N=C(C2C2=CC(=NC=C2)NC(=O)C2CC2)C2=CC=C(C=C2)F